[Pd].C(C)(C)(C)P(CC=C(C)C)C(C)(C)C (di-tert-butyl-(3-methyl-2-butenyl)phosphine) Palladium